(2S,4r)-N-[2-(3-benzyloxyphenyl)-2-hydroxy-ethyl]-1-[(2S)-2-(4-cyclopropyltriazol-1-yl)-3,3-dimethyl-butyryl]-4-hydroxy-pyrrolidine-2-carboxamide C(C1=CC=CC=C1)OC=1C=C(C=CC1)C(CNC(=O)[C@H]1N(C[C@@H](C1)O)C([C@H](C(C)(C)C)N1N=NC(=C1)C1CC1)=O)O